COC[C@@H](C(NCC=1C=CC=C2C=CC=NC12)=O)NC([C@H](CC(=O)OCC1=CC=CC=C1)NC(CCC1=CC=CC=C1)=O)=O benzyl (S)-4-(((S)-3-methoxy-1-oxo-1-((quinolin-8-ylmethyl)amino)propan-2-yl)amino)-4-oxo-3-(3-phenylpropanamido)butanoate